C(C1=CC=CC=C1)(=O)NCC(=O)O.C(#N)C=1C(=NC(=NC1)NC=1C(=CC(=C(C1)NC(C=C)=O)N(C)CCN(C)C)OC)C1=CN(C2=CC=CC=C12)C1CC1 N-(5-((5-cyano-4-(1-cyclopropyl-1H-indol-3-yl)pyrimidin-2-yl)amino)-2-((2-(Dimethylamino)ethyl)(methyl)amino)-4-methoxyphenyl)acrylamide benzoylglycinate salt